P(OC1=C(C=CC=C1)C)(OC1=C(C=CC=C1)C)OC1=C(C=CC=C1)C tri(o-tolyl) phosphite